C(CCCCC)C(CN1C(C=2C(C1=O)=C(SC2C=2SC(=C1C2C(N(C1=O)CC(CCCCCCCC)CCCCCC)=O)C1=CC2=C(S1)C(=CS2)CCCCCCCC)C2=CC1=C(S2)C(=CS1)CCCCCCCC)=O)CCCCCCCC 5,5'-Bis(2-hexyldecyl)-3,3'-bis(6-octylthieno[3,2-b]thiophen-2-yl)-4H,4'H-[1,1'-bithieno[3,4-c]pyrrole]-4,4',6,6'(5H,5'H)-tetraone